NC1=NC(=NC=C1F)N1C[C@@H]2[C@H](C1)CC(C2)C(=O)N2N=CC[C@H]2C2=CC(=CC(=C2)F)F ((3aR,5r,6aS)-2-(4-amino-5-fluoropyrimidin-2-yl)octahydrocyclopenta[c]pyrrol-5-yl)((S)-5-(3,5-difluorophenyl)-4,5-dihydro-1H-pyrazol-1-yl)methanone